C12N(CC(NC1)CC2)C=2C=C(C(=C1C(N(C(C21)=O)C2C(NC(CC2)=O)=O)=O)F)F 7-(2,5-diazabicyclo[2.2.2]octan-2-yl)-2-(2,6-dioxopiperidin-3-yl)-4,5-difluoroisoindoline-1,3-dione